(2R)-2-(1-chlorocyclopropyl)-4-[(1R)-2,2-dichloro-cyclopropyl]-1-(1H-1,2,4-triazol-1-yl)butan-2-ol tert-Butyl-4-(2-(3-(methoxycarbonyl)-1H-pyrazol-1-yl)ethyl)piperidine-1-carboxylate C(C)(C)(C)C1N(CCC(C1)CCN1N=C(C=C1)C(=O)OC)C(=O)O[C@@](CN1N=CN=C1)(CC[C@H]1C(C1)(Cl)Cl)C1(CC1)Cl